3-chlorobenzyl ((2S)-3-cyclohexyl-1-(((2S)-1-(diethoxyphosphoryl)-1-hydroxy-5-oxo-5-(3-phenylpiperidin-1-yl)pentan-2-yl)amino)-1-oxopropan-2-yl)carbamate C1(CCCCC1)C[C@@H](C(=O)N[C@H](C(O)P(=O)(OCC)OCC)CCC(N1CC(CCC1)C1=CC=CC=C1)=O)NC(OCC1=CC(=CC=C1)Cl)=O